COC([C@@H](C1=C(C=CC(=C1)F)OC)N1N=C2C(=CC=CC2=C1)Br)=O |r| (2RS)-2-(7-Bromoindazol-2-yl)-2-(5-fluoro-2-methoxy-phenyl)acetic acid methyl ester